10-undecenyl chlorate Cl(=O)(=O)OCCCCCCCCCC=C